SC(CC(=O)OCCOC1=CC=C(C=C1)C(C)(C)C1=CC=C(C=C1)OCCOC(CC(C)S)=O)C 2,2-bis[4-(3-mercaptobutyroyloxyethoxy)phenyl]propane